C1(=CC=CC=C1)[C@H]1CC[C@H](CC1)OC[C@@H]1N(CCC[C@@H]1C1=NNC=C1)C(=O)OCC(C)(F)F 2,2-difluoropropyl (CIS)-2-((((CIS)-4-phenylcyclohexyl)oxy)methyl)-3-(1H-pyrazol-3-yl)piperidine-1-carboxylate